C(C)(C)[C@@H]1CC=C(CC1)CC(C=O)C 3-[(4S)-4-isopropyl-1-cyclohexen-1-yl]-2-methylpropionaldehyde